C1=CCC=C2C3=CC=CC=C3C=C12 3H-fluorene